3-(1-(2,5-difluorophenyl)-6-(2-(((S)-pyrrolidin-2-yl)methoxy)-7H-pyrrolo[2,3-d]pyrimidine-4-yl)hex-3,5-diyn-1-yl)-1-methylpyridin-2(1H)-one FC1=C(C=C(C=C1)F)C(CC#CC#CC=1C2=C(N=C(N1)OC[C@H]1NCCC1)NC=C2)C=2C(N(C=CC2)C)=O